FCC1CN(C1)CCOC1=CC=C(C=C1)C(=O)C1=C(C=NC2=CC(=CC=C12)O)C1=C(C=C(C=C1)C)F (4-{2-[3-(Fluoromethyl)azetidin-1-yl]ethoxy}phenyl)[3-(2-fluoro-4-methylphenyl)-7-hydroxyquinolin-4-yl]methanone